(S)-tert-butyl methyl(4-methyl-1-(2-(3-(methylamino)-3-oxo-propyl)hydrazinyl)-1-oxo-pentan-2-yl)carbamate CN(C(OC(C)(C)C)=O)[C@H](C(=O)NNCCC(=O)NC)CC(C)C